N-(2,6-dioxopiperidin-3-yl)-1H-benzo[d][1,2,3]triazole-4-carboxamide O=C1NC(CCC1NC(=O)C1=CC=CC=2NN=NC21)=O